N1CC(C1)C=1C=C(SC1)C 4-(azetidin-3-yl)-2-methylthiophene